3-[6-(methylamino)pyridin-3-yl]-7-[(1S)-1-[(2r,4r)-2-(aminomethyl)-6-oxo-5-oxa-7-azaspiro[3.4]oct-7-yl]ethyl]-1H-indole-2-carboxylic acid CNC1=CC=C(C=N1)C1=C(NC2=C(C=CC=C12)[C@H](C)N1C(OC2(CC(C2)CN)C1)=O)C(=O)O